N1C(=NC2=C1C=CC=C2)CNC2=NC(=NC=1N2N=CC1C1=CN=NC=C1)N1CCOCC1 N-[(1H-benzimidazol-2-yl)methyl]-2-(morpholin-4-yl)-8-(pyridazin-4-yl)pyrazolo[1,5-a][1,3,5]triazin-4-amine